benzyl 4-(4-carbamoylbicyclo[2.1.1]hexan-2-yl)piperazine-1-carboxylate C(N)(=O)C12CC(C(C1)C2)N2CCN(CC2)C(=O)OCC2=CC=CC=C2